B(O)(O)O.ClC=1C(=NC=CC1)C1=C(C=CC2=CC=CC=C12)CC(O)(C)C(C)(C)O [1-(3-chloropyridin-2-yl)naphthalen-2-yl]pinacol borate